tert-butyl (S)-(1-((3-((3-carbamoyl-6-cyclopropyl-5-methylpyrazin-2-yl)amino)phenethyl)amino)-1-oxopropan-2-yl)(methyl)carbamate C(N)(=O)C=1C(=NC(=C(N1)C)C1CC1)NC=1C=C(CCNC([C@H](C)N(C(OC(C)(C)C)=O)C)=O)C=CC1